1-(3-carbonyl-2,3-dihydro-1H-benzo[de]isoquinolin-6-yl)-2-(trifluoromethyl)-1H-pyrrole-3-carboxylic acid ethyl ester C(C)OC(=O)C1=C(N(C=C1)C=1C=CC=2C(NCC3=CC=CC1C23)=C=O)C(F)(F)F